C(C1=CC=CC=C1)N1C(=NC2=C1CN([C@@H](C2)C(=O)OCC2=CC=CC=C2)C(=O)OC(C)(C)C)C2=NNC1=CC(=CC=C21)Br 6-benzyl 5-(tert-butyl) (S)-3-benzyl-2-(6-bromo-1H-indazol-3-yl)-3,4,6,7-tetrahydro-5H-imidazo[4,5-c]pyridine-5,6-dicarboxylate